ClC1=C(C=NN1C=1SC(=NN1)N1C(=CC=C1C)C)F 2-(5-chloro-4-fluoropyrazol-1-yl)-5-(2,5-dimethylpyrrol-1-yl)-1,3,4-thiadiazole